tert-butyl (R)-2-cyclopropyl-4-methyl-6,7-dihydrothiazolo[5,4-c]pyridine-5(4H)-carboxylate C1(CC1)C=1SC=2[C@H](N(CCC2N1)C(=O)OC(C)(C)C)C